BrC1=CC=CC=2C3=C(NC12)CCCC1=C3N=C(N=C1)NC1CNC(CC1)(C)C 9-bromo-N-(6,6-dimethylpiperidin-3-yl)-5,6,7,8-tetrahydropyrimido[4',5':3,4]cyclohepta[1,2-b]indol-2-amine